ClC1=CC=CC2=C1NC(=N2)C(=O)N2CC1=CC=CC=C1C[C@@H]2C=2C=NN(C2)C |r| Racemic-(7-chloro-1H-benzo[d]imidazol-2-yl)(3-(1-methyl-1H-pyrazol-4-yl)-3,4-dihydroisoquinolin-2(1H)-yl)methanone